C(=O)(O)C=1C=C(C=CC1)N=C(O)C1=CC=C(C=2C(=CC=C(C12)C(=O)O)C(=O)O)C(O)=NC1=CC(=CC=C1)C(=O)O N,N'-bis(3-carboxyphenyl)-1,4,5,8-naphthalenetetracarboxylic acid diimide